COC(C1=C(C=C(C(=C1)OCCCNC(CC1=C(C=CC=C1)C(F)(F)F)=O)OC)N)=O 2-amino-4-methoxy-5-(3-(2-(2-(trifluoromethyl)phenyl)acetamido)propoxy)benzoic acid methyl ester